4-[2-(2,3,3a,4,5,7,8,8a-Octahydro-1H-pyrrolo[3,4-d]azepin-6-yl)-5-(1-methylpyrazolo[3,4-b]pyridin-5-yl)pyrimidin-4-yl]benzonitril C1NCC2C1CCN(CC2)C2=NC=C(C(=N2)C2=CC=C(C#N)C=C2)C=2C=C1C(=NC2)N(N=C1)C